5-pyridinediformyl chloride N1=C(C=CC(=C1)C(=O)Cl)C(=O)Cl